CC=1C(=CC2=CC3=CC=CC=C3[O+]=C2C1)NC1=CC=CC=C1 3-methyl-2-(phenylamino)-xanthylium